BrC1=CC=2C(C3=CC=CC=C3C2C=C1)(CCCO)CCCO 3-[2-bromo-9-(3-hydroxy-propyl)-9H-fluoren-9-yl]-propan-1-ol